2,4-difluorobenzenediazonium FC1=C(C=CC(=C1)F)[N+]#N